C(C)(C)(C)C(C(=O)OC(CCCCCCCCCC)(C)C(C)=O)P(=O)(OCC)OCC Acetylmethyl-decyl-methanol tert-butyl-(diethoxyphosphoryl)acetate